ClC1=C(C(=CC=C1)C1=NC(=C2N1C=CC=C2)C=2C(=NC=CC2)OC)O 2-chloro-6-(1-(2-methoxypyridin-3-yl)imidazo[1,5-a]pyridin-3-yl)phenol